ClC=1SC=C(N1)C(=O)N1CC(C1)NC1=NC=2N([C@H](C(NC2C(=N1)C)=O)C(C)C)C (S)-2-((1-(2-chlorothiazole-4-carbonyl)azetidin-3-yl)amino)-7-isopropyl-4,8-dimethyl-7,8-dihydropteridin-6(5H)-one